N[C@](C(=O)O)(CCCC=C)C (2S)-2-amino-2-methyl-6-heptenoic acid